5-(4'-((3-chlorophenyl)diphenylsilyl)-[1,1'-biphenyl]-3-yl)-2,3-diphenylpyrazine ClC=1C=C(C=CC1)[Si](C1=CC=C(C=C1)C1=CC(=CC=C1)C=1N=C(C(=NC1)C1=CC=CC=C1)C1=CC=CC=C1)(C1=CC=CC=C1)C1=CC=CC=C1